N-pelargonoyl-leucine C(CCCCCCCC)(=O)N[C@@H](CC(C)C)C(=O)O